C(C)(C)(C)[O-] tert.butanolate